N'-(3,4-Dichlorobenzyl)-N,N-dimethyl-ethane-1,2-diamine ClC=1C=C(CNCCN(C)C)C=CC1Cl